BrC=1C=C(C=NC1)N1C(C2(C3=CC=CC=C13)CC2)=O 1'-(5-Bromopyridin-3-yl)spiro[cyclopropan-1,3'-indolin]-2'-one